(3R)-3-(4-chlorophenyl)-2-[(5-chloropyrimidin-2-yl)methyl]-4-fluoro-6-[1-hydroxy-1-(1-methyl-1H-imidazol-4-yl)propyl]-3-[cis-3-hydroxycyclobutoxy]-2,3-dihydro-1H-isoindol-1-one ClC1=CC=C(C=C1)[C@@]1(N(C(C2=CC(=CC(=C12)F)C(CC)(C=1N=CN(C1)C)O)=O)CC1=NC=C(C=N1)Cl)O[C@@H]1C[C@@H](C1)O